C(#N)C1=CC=C(C[C@@H](N)C(=O)O)C=C1 4-cyano-D-phenylalanine